ClC1=CC(=C(COC2=NC(=CC=C2)[Sn](CCCC)(CCCC)CCCC)C=C1)F 2-((4-chloro-2-fluorobenzyl)oxy)-6-(tributylstannyl)pyridine